4,4'-diisocyanatodicyclohexylmethane C1CC(CCC1CC2CCC(CC2)N=C=O)N=C=O